BrC=1C=C2C=NC(=NC2=C(C1)F)N1CCN(C2(COC2)C1)C(C)=O (8-(6-bromo-8-fluoroquinazolin-2-yl)-2-oxa-5,8-diazaspiro[3.5]nonan-5-yl)ethan-1-one